N5-(o-tolylamino)-L-glutamine C1(=C(C=CC=C1)NNC(CC[C@H](N)C(=O)O)=O)C